BrC=1C(=NC(=NC1)NC=1C(=NN(C1)[C@H]1CN(CC1)C)C)NCCCN1C(CCCC1)=O |r| rac-(R)-1-(3-((5-bromo-2-((3-methyl-1-(1-methylpyrrolidin-3-yl)-1H-pyrazol-4-yl)amino)pyrimidin-4-yl)amino)propyl)piperidin-2-one